N-[1-[5-bromo-2-[5-(difluoromethoxy)-2-pyridyl]-1,2,4-triazol-3-yl]ethyl]-3-(difluoromethoxy)-5-(trifluoromethyl)benzamide BrC=1N=C(N(N1)C1=NC=C(C=C1)OC(F)F)C(C)NC(C1=CC(=CC(=C1)C(F)(F)F)OC(F)F)=O